5-{[5-(3-{[(1R,3S)-3-aminocyclohexyl]oxy}-5-methoxypyridin-4-yl)-1H-pyrazole-3-yl]amino}pyrazine N[C@@H]1C[C@@H](CCC1)OC=1C=NC=C(C1C1=CC(=NN1)NC=1N=CC=NC1)OC